N-(4-(tert-butyl)phenyl)-5-fluoropyridine-2-amine C(C)(C)(C)C1=CC=C(C=C1)NC1=NC=C(C=C1)F